3-(3-((2-((1-(1-Isopropylpiperidin-4-yl)-3-methyl-1H-pyrazol-4-yl)amino)-5-(trifluoromethyl)pyrimidin-4-yl)amino)propyl)-1,3-oxazinan-2-on C(C)(C)N1CCC(CC1)N1N=C(C(=C1)NC1=NC=C(C(=N1)NCCCN1C(OCCC1)=O)C(F)(F)F)C